NONA-3,6-DIEN-1-YL ACETATE C(C)(=O)OCCC=CCC=CCC